triazanonyne N#CNNCCCCC